N-(2-(Azepan-1-yl)ethyl)-N-(2-hydroxy-4-propionylphenyl)acrylamide N1(CCCCCC1)CCN(C(C=C)=O)C1=C(C=C(C=C1)C(CC)=O)O